hexyl ((((2R,3S,4R,5S)-5-(4-aminopyrrolo[2,1-f][1,2,4]triazin-7-yl)-2-cyano-3,4-dihydroxytetrahydrofuran-2-yl)methoxy)(phenoxy)phosphoryl)-L-alaninate NC1=NC=NN2C1=CC=C2[C@H]2[C@@H]([C@@H]([C@@](O2)(C#N)COP(=O)(OC2=CC=CC=C2)N[C@@H](C)C(=O)OCCCCCC)O)O